tert-butyl ((1R,3S,5s,7s)-2-(5-(3-cyano-6-(1-methyl-1H-pyrazol-4-yl)pyrazolo[1,5-a]pyridin-4-yl)pyrazin-2-yl)-2-azaadamantan-5-yl)carbamate C(#N)C=1C=NN2C1C(=CC(=C2)C=2C=NN(C2)C)C=2N=CC(=NC2)N2[C@@H]1CC3CC(C[C@@H]2C3)(C1)NC(OC(C)(C)C)=O